FC(CC=1C=NC=CC1)(F)F 3-(2,2,2-trifluoroethyl)pyridine